NCC1(CCN(CC1)C1=NN2C(S1)=NC=C2C=2C(=NC(=CC2)C(C)C)OC(C)C)O 4-(aminomethyl)-1-(5-(2-isopropoxy-6-isopropylpyridin-3-yl)imidazo[2,1-b][1,3,4]thiadiazol-2-yl)piperidin-4-ol